3-chloro-4-(2-(2,6-diethylphenyl)-6,6-dimethyl-5-(2-(trifluoromethyl)benzyl)-2,4,5,6-tetrahydropyrrolo[3,4-c]Pyrazol-3-yl)-7-fluoro-1H-indole ClC1=CNC2=C(C=CC(=C12)C1=C2C(=NN1C1=C(C=CC=C1CC)CC)C(N(C2)CC2=C(C=CC=C2)C(F)(F)F)(C)C)F